5-bromo-2,3-dihydro-1H-indole BrC=1C=C2CCNC2=CC1